C1(CC1)C1=CC(=CC2=C1N=C(S2)C2=C(C=C(C=C2)NC(=O)N2C[C@@H](CC2)O)F)C(=O)N2[C@@H](C1=CC=CC=C1CC2)C (R)-N-(4-(4-cyclopropyl-6-((R)-1-methyl-1,2,3,4-tetrahydroisoquinoline-2-carbonyl)benzo[d]thiazol-2-yl)-3-fluorophenyl)-3-hydroxypyrrolidine-1-carboxamide